N-(6-(4-(5-amino-1,3,4-thiadiazol-2-yl)butyl)pyridazin-3-yl)-2-(3-(trifluoromethoxy)phenyl)acetamide NC1=NN=C(S1)CCCCC1=CC=C(N=N1)NC(CC1=CC(=CC=C1)OC(F)(F)F)=O